(R)-3-Amino-1-(2-((6-amino-9H-purin-9-yl)methyl)-5,6-Dichloro-3-((dimethylamino)methyl)phenyl)-N-cyclopropylpyrrolidin-3-carboxamide N[C@]1(CN(CC1)C1=C(C(=CC(=C1Cl)Cl)CN(C)C)CN1C2=NC=NC(=C2N=C1)N)C(=O)NC1CC1